tert-Butyl 3-((5-bromo-2-chloropyrimidin-4-yl)amino)pyrrolidine-1-carboxylate BrC=1C(=NC(=NC1)Cl)NC1CN(CC1)C(=O)OC(C)(C)C